6-(7-azabicyclo[2.2.1]heptane-7-yl)-2-chloro-3-formyl-N,N-dimethyl-Isonicotinamide C12CCC(CC1)N2C=2N=C(C(=C(C(=O)N(C)C)C2)C=O)Cl